(3S*,4R*)-4-[4-(benzyloxy-2,6-difluorophenyl)-2-oxopyrrolidin-3-yl]-3-(4-fluorophenyl)urea C(C1=CC=CC=C1)OC=1C(=C(C(=CC1)F)C1[C@@H](C(NC1)=O)[C@]1(CC=C(C=C1)NC(N)=O)F)F |o1:16,21|